C(C)(=O)C1=NN(C2=CC=C(C=C12)C=1C=NC(=NC1)C)CC(=O)N1[C@@H](C[C@H](C1)F)C(=O)NC/C(=C(/C)\C1=CC(=CC=C1)Cl)/F (2S,4R)-1-(2-(3-acetyl-5-(2-methylpyrimidin-5-yl)-1H-indazol-1-yl)acetyl)-N-((E)-3-(3-chlorophenyl)-2-fluorobut-2-en-1-yl)-4-fluoropyrrolidine-2-carboxamide